C12CN(CC(O1)C2)C2=NN(C1=C2C=NC(=C1)CC(=O)N)C1OCCCC1 (3-(6-oxa-3-azabicyclo[3.1.1]hept-3-yl)-1-(tetrahydro-2H-pyran-2-yl)-1H-pyrazolo[4,3-c]pyridin-6-yl)acetamide